CC1=NC=2N(C(=C1CC1=CC=C(C=C1)S(=O)(=O)N)N1CCCC1)N=CN2 4-((5-methyl-7-(pyrrolidin-1-yl)-[1,2,4]triazolo[1,5-a]pyrimidin-6-yl)methyl)benzenesulfonamide